hydroxy-pipecolate ON1C(CCCC1)C(=O)[O-]